5-((7-ethyl-6-oxo-5,6-dihydro-1,5-naphthyridin-3-yl)methyl)-5,6-dihydropyrrolo[3,4-c]pyrazole C(C)C=1C(NC=2C=C(C=NC2C1)CN1CC2=NN=CC2=C1)=O